C(CCCCCCCCCC=CCCCCCCCC)(=O)OCCCCCCCCCCCCCCCCCCCCCCC(=O)O 23-(eicos-11-enoyloxy)-tricosanoic acid